FC(C=1N=C2N(CCC3=CC=CC=C23)C1)(F)F 2-(trifluoromethyl)-5,6-dihydroimidazo[2,1-a]isoquinoline